1-phenyl-2-(4-bromophenyl)acetylene C1(=CC=CC=C1)C#CC1=CC=C(C=C1)Br